ClC1=CC2=C(NC(=N2)C(CCN2CCOCC2)C2=CC=C(C=C2)S(=O)(=O)CC2CC2)C(=C1N1CCC(CC1)(F)F)Cl 5,7-dichloro-2-(1-(4-(cyclopropylmethylsulfonyl)phenyl)-3-morpholinopropyl)-6-(4,4-difluoropiperidin-1-yl)-1H-benzo[d]imidazole